FC(C1=NN=C(O1)C1=CC=C2CN(C(C2=C1)=O)[C@@H]([C@@H](O)C1=CC(=C(C=C1)F)F)C=1C=NC(=CC1)F)F |r| 6-[5-(difluoromethyl)-1,3,4-oxadiazol-2-yl]-2-[(1RS,2SR)-2-(3,4-difluorophenyl)-1-(6-fluoropyridin-3-yl)-2-hydroxyethyl]-2,3-dihydro-1H-isoindol-1-one